BrC=1C(=C(C=CC1)CNC(OC(C)(C)C)=O)OC tert-butyl N-[(3-bromo-2-methoxy-phenyl)methyl]carbamate